3-(6-nitropyridin-3-yl)-3,8-diazabicyclo[3.2.1]octane-8-carboxylic acid tert-butyl ester C(C)(C)(C)OC(=O)N1C2CN(CC1CC2)C=2C=NC(=CC2)[N+](=O)[O-]